(4-{[2-(cyclopropanecarboxamido)pyridin-4-yl]oxy}-3-fluorophenyl)-1-(4-methoxyphenyl)-1H-imidazole-4-carboxamide C1(CC1)C(=O)NC1=NC=CC(=C1)OC1=C(C=C(C=C1)C=1N(C=C(N1)C(=O)N)C1=CC=C(C=C1)OC)F